(R)-4-[4-(2-acetylamino-1-methylethyl)phenylamino]-6-hydroxy-7-methoxyquinazoline C(C)(=O)NC[C@H](C)C1=CC=C(C=C1)NC1=NC=NC2=CC(=C(C=C12)O)OC